CC1=NN=C(O1)C=1C=C(C=CC1)C1CC(C1)N1N=C2N(C1=O)[C@@H](CC2)C2=CC=CC=C2 (S)-2-((1S,3R)-3-(3-(5-methyl-1,3,4-oxadiazol-2-yl)phenyl)cyclobutyl)-5-phenyl-2,5,6,7-tetrahydro-3H-pyrrolo[2,1-c][1,2,4]triazol-3-one